CC(CN1N=NC2=C1C=CC(=C2)C2=NC(=NO2)C=2SC=CC2C)C 1-(2-methylpropyl)-5-{3-(3-methylthiophen-2-yl)-1,2,4-oxadiazol-5-yl}-1H-1,2,3-benzotriazole